selenosulfate S(=[Se])(=O)([O-])[O-]